CC=1C(=C2N=C(NC(C2N1)=O)SCC(F)(F)F)[N+](=O)[O-] 6-methyl-7-nitro-2-[(2,2,2-trifluoroethyl)sulfanyl]-3H,4aH-pyrrolo[3,2-d]pyrimidin-4-one